COCC1=CN(C2=CC=C(C=C12)N)CC1=CC(=CC=C1)C(F)(F)F 3-(methoxymethyl)-1-(3-(trifluoromethyl)benzyl)-1H-indol-5-amine